C(#N)C=1C=C(C=NC1OC(F)F)NC(=O)[C@@H]1C[C@](C2=C1C=NC=1N2N=C(C1)F)(C)C=1C=NN(C1)C(F)F cis-N-(5-cyano-6-(difluoromethoxy)pyridin-3-yl)-8-(1-(difluoromethyl)-1H-pyrazol-4-yl)-2-fluoro-8-methyl-7,8-dihydro-6H-cyclopenta[e]pyrazolo[1,5-a]pyrimidine-6-carboxamide